di-tert-butyl-diethyl-ferrocene C(C)(C)(C)C1=C([C-](C=C1)CC)C(C)(C)C.C(C)[C-]1C=CC=C1.[Fe+2]